ClC=1C(=NC(=NC1)NC[C@@H](COC)C)NC1=CC=2C3=C(C(N(C2C=C1)C)=O)OCC([C@@H](N3)C3CC3)(F)F (S)-10-((5-chloro-2-(((S)-3-methoxy-2-methylpropyl)amino)pyrimidin-4-yl)amino)-2-cyclopropyl-3,3-difluoro-7-methyl-1,2,3,4-tetrahydro-[1,4]oxazepino[2,3-c]quinolin-6(7H)-one